FC1(C(C1)C(=O)C=1N=C2N(N1)[C@@H](C[C@@H]2F)C2=CC=CC=C2)F (2,2-difluorocyclopropyl)-[(5s,7s)-7-fluoro-5-phenyl-6,7-dihydro-5H-pyrrolo[1,2-b][1,2,4]triazol-2-yl]methanone